N1=C(C=CC=C1)CCSC1=NC(=NC(=N1)SCCC1=NC=CC=C1)N 4,6-Bis[2-(2-pyridyl)ethylsulfanyl]-1,3,5-triazin-2-amin